6-(2,6-dimethylphenyl)-7-methyl-12-oxa-2λ6-thia-3,5,9,19-tetraazatricyclo[12.3.1.14,8]nonadeca-1(18),4,6,8(19),14,16-hexaene-2,2,13-trione CC1=C(C(=CC=C1)C)C=1N=C2NS(C=3C=CC=C(C(OCCNC(C1C)=N2)=O)C3)(=O)=O